C(C1=CC=CC=C1)N1C(C(=CC1=O)C1N(CCCC1)C1=CC=CC=C1)=O 1-Benzyl-3-(1-phenylpiperidin-2-yl)-1H-pyrrole-2,5-dione